NC=1C=NC=CC1C(C1=CC=C(C#N)C=C1)OC1=CC=C2C(CCOC2=C1)=O 4-((3-aminopyridin-4-yl)((4-oxochroman-7-yl)oxy)methyl)benzonitrile